C(C)(C)(C)OC(=O)NCC(=O)O N-(tert-butoxycarbonyl)-glycine